1-((1-methoxy-3,3-dimethylcyclohexyl)methyl)-5-methyl-4-(4,4,5,5-tetramethyl-1,3,2-dioxaborolan-2-yl)-1H-pyrazole COC1(CC(CCC1)(C)C)CN1N=CC(=C1C)B1OC(C(O1)(C)C)(C)C